C(N)(=O)C=1C=C(C=CC1)C1=CC(=NC2=CC=C(C=C12)CCCCC)OCC(=O)O 2-{[4-(3-carbamoylphenyl)-6-pentylquinolin-2-yl]oxy}acetic acid